[5-(2,6-difluoro-4-methoxyphenyl)-1-methyl-3-oxo-2-{[5-(propan-2-yl)-1,3,4-oxadiazol-2-yl]methyl}-2,3-dihydro-1H-pyrazol-4-yl]-4-(difluoromethoxy)benzamide FC1=C(C(=CC(=C1)OC)F)C1=C(C(N(N1C)CC=1OC(=NN1)C(C)C)=O)C1=C(C(=O)N)C=CC(=C1)OC(F)F